(2S,4R)-N-((R)-1-(4-carbamimidoylthiophen-2-yl)ethyl)-1-((4-(difluoro(phenyl)methyl)benzoyl)glycyl)-4-fluoro-4-(fluoromethyl)pyrrolidine-2-carboxamide C(N)(=N)C=1C=C(SC1)[C@@H](C)NC(=O)[C@H]1N(C[C@](C1)(CF)F)C(CNC(C1=CC=C(C=C1)C(C1=CC=CC=C1)(F)F)=O)=O